6-bromo-N-(3-cyano-4-((5-methoxy-2-(piperazin-1-yl)pyrimidin-4-yl)amino)phenyl)picolinamide BrC1=CC=CC(=N1)C(=O)NC1=CC(=C(C=C1)NC1=NC(=NC=C1OC)N1CCNCC1)C#N